(S)-3-((4-methoxy-5-(1-(1,1,1-trifluoropropan-2-yl)-1H-benzo[d][1,2,3]triazol-6-yl)pyrrolo[2,1-f][1,2,4]triazin-2-yl)amino)-2,2-dimethylpropanenitrile COC1=NC(=NN2C1=C(C=C2)C=2C=CC1=C(N(N=N1)[C@H](C(F)(F)F)C)C2)NCC(C#N)(C)C